OCC(C)(C)N1CC(CC1)CNC(=O)C1CCN(CC1)C1=NC(=NO1)C1=CC=C(C=C1)OC N-((1-(1-hydroxy-2-methylpropan-2-yl)pyrrolidin-3-yl)methyl)-1-(3-(4-methoxyphenyl)-1,2,4-oxadiazol-5-yl)piperidine-4-carboxamide